NC1=C(C(=NC=N1)OC1=CC(=C(C=C1)NC(=O)NC1=CC(=NN1C1=CC=C(C=C1)OC)C(F)(F)F)F)C#N (4-((6-amino-5-cyanopyrimidin-4-yl)oxy)-2-fluorophenyl)-3-(1-(4-methoxyphenyl)-3-trifluoromethyl-1H-pyrazol-5-yl)urea